3-([[1,1'-biphenyl]-4-yl]-2-((tert-butoxycarbonyl)amino)propanamido)benzoic acid tert-butyl ester C(C)(C)(C)OC(C1=CC(=CC=C1)NC(C(CC1=CC=C(C=C1)C1=CC=CC=C1)NC(=O)OC(C)(C)C)=O)=O